FC=1C=C(C=CC1C(F)(F)F)NC(=O)NC=1SC(=C(N1)C)C1=NC(=NC=C1)NC 1-(3-Fluoro-4-(trifluoromethyl)phenyl)-3-(4-methyl-5-(2-(methylamino)-pyrimidin-4-yl)thiazol-2-yl)urea